ClC1=CC=C(C=C1)N1N=NC(=C1C(=O)OC)C methyl 3-(4-chlorophenyl)-5-methyl-triazole-4-carboxylate